ClC1=C(C=CC(=C1)Cl)C/C=C/Br (E)-3-(2,4-dichlorophenyl)-propenyl bromide